FC(C(=O)O)(F)F.BrC=1C(N(C(=CC1OCC1=C(C=C(C=C1)F)F)C)CC1=NC(=NC=C1)C(=O)N)=O 4-{[3-bromo-4-[(2,4-difluorobenzyl)oxy]-6-methyl-2-oxopyridin-1(2H)-yl]methyl}pyrimidine-2-carboxamide trifluoroacetate